COC(C1=C(C=C(C=C1CCCCC)O)O)=O 2,4-dihydroxy-6-pentylbenzoic acid methyl ester